5-Hydroxy-2-phenyl-imidazo[4,5-b]pyridin OC1=CC=C2C(=N1)N=C(N2)C2=CC=CC=C2